C(#C)C=1C(=CC=C2C=C(C=C(C12)C1=C(C=2N=C(N=C(C2C(=N1)OC)NCCCC(=O)N)OC[C@]12CCCN2C[C@@H](C1)F)F)O)F 4-((7-(8-ethynyl-7-fluoro-3-hydroxynaphthalen-1-yl)-8-fluoro-2-(((2R,7aS)-2-fluorotetrahydro-1H-pyrrolizin-7a(5H)-yl)methoxy)-5-methoxypyrido[4,3-d]pyrimidin-4-yl)amino)butanamide